C(=C)N vinyl-amine